C(C)C1=C(C=CC=C1)NC(=S)NC(=O)NCCCCC1=CC(=CC=C1)C1=NN(C=N1)C1=CC=C(C=C1)OC(F)(F)F 1-[(2-ethylphenyl)carbamothioyl]-3-[4-[3-[1-[4-(trifluoromethoxy)phenyl]-1H-1,2,4-triazol-3-yl]phenyl]butyl]urea